C(CCC)OC(=C)C1=C(C2=C(N=C(N=C2)NC2=CC=C(C=N2)N2CCN(CC2)C(=O)OC(C)(C)C)N(C1=O)C1CCCC1)C tert-butyl 4-(6-{[6-(1-butoxyethenyl)-8-cyclopentyl-5-methyl-7-oxo-7,8-dihydropyrido[2,3-d]pyrimidin-2-yl]amino}pyridin-3-yl)piperazine-1-carboxylate